FC1(CC(C1)C[C@@H](C(=O)O)NC(=O)OCC1C2=CC=CC=C2C=2C=CC=CC12)F (2S)-3-(3,3-difluorocyclobutyl)-2-{[(9H-fluoren-9-ylmethoxy)carbonyl]amino}propanoic acid